NC(C1=C(C=C(C(=C1)Cl)Cl)O)C1=CC=NC=C1 2-[amino(pyridin-4-yl)methyl]-4,5-dichlorophenol